(azidomethyl)phenyl-trimethoxysilane N(=[N+]=[N-])CCO[Si](OC)(OC)C1=CC=CC=C1